N-((2-((3-((5-ethyl-2-methoxyphenyl)sulfonamido)-4-methoxybenzo[d]isoxazol-6-yl)oxy)thiazol-4-yl)methyl)-2-fluoroacrylamide C(C)C=1C=CC(=C(C1)S(=O)(=O)NC1=NOC2=C1C(=CC(=C2)OC=2SC=C(N2)CNC(C(=C)F)=O)OC)OC